BrC=1N=C(C(=NC1)N)Cl bromo-3-chloropyrazin-2-amine